COC1=NC(=CN=C1)C#C[Si](C)(C)C 2-methoxy-6-((trimethylsilyl)ethynyl)pyrazine